C(C1=CC=CC=C1)OC(=O)N1CC2=C(C=CC(=C2CC1)C=C1CCN(CC1)C(=O)OC(C)(C)C)F 5-[(1-tert-butoxycarbonyl-4-piperidylidene)methyl]-8-fluoro-3,4-dihydro-1H-isoquinoline-2-carboxylic acid benzyl ester